triacontyl-azelaic anhydride C(CCCCCCCCCCCCCCCCCCCCCCCCCCCCC)C1C(=O)OC(CCCCCC1)=O